tert-butyl (S)-(1-(6-amino-2-morpholinothiazolo[4,5-b]pyridin-5-yl)piperidin-3-yl)carbamate NC=1C=C2C(=NC1N1C[C@H](CCC1)NC(OC(C)(C)C)=O)N=C(S2)N2CCOCC2